C(C)(C)(C)OC(=O)NCC=1C=C(C=CC1)C1=CN=C(C(N1CC(=O)OC(C)(C)C)=O)NCCC1=CC=CC=C1 tert-Butyl 2-(6-(3-(((tert-butoxycarbonyl)amino)methyl)phenyl)-2-oxo-3-(phenethylamino)pyrazin-1(2H)-yl)acetate